OC1=NN2C(C=CC=C2)=C1C(=O)NC1=C(C(=C(C(=C1F)F)C1=CC(=CC=C1)OC(F)(F)F)F)F 2-Hydroxy-N-(2,3,5,6-tetrafluoro-3'-(trifluoromethoxy)-[1,1'-biphenyl]-4-yl)pyrazolo[1,5-a]pyridine-3-carboxamide